7-bromo-4-methyl-2H-benzo[b][1,4]oxazine-3(4H)-one BrC=1C=CC2=C(OCC(N2C)=O)C1